BrC1=NC=C(C=C1Br)[N+](=O)[O-] 2,3-dibromo-5-nitropyridine